S1C(=NC2=C1C=CC=C2)OC2=CC=C(C=C2)CCN(CCCNC(=O)C2OCCC2)C2CC2 tetrahydro-furan-2-carboxylic acid [3-({2-[4-(benzothiazol-2-yloxy)-phenyl]-ethyl}-cyclopropyl-amino)-propyl]-amide